BrC=1C=C(CC2=CC=3C(C4=CC=CC=C4C3C=C2)(C2=CC=CC=C2)C2=CC=CC=C2)C=CC1 2-(3-bromobenzyl)-9,9-diphenyl-9H-fluorene